N1N=NC(=C1)C(=O)[O-] [1,2,3]triazolate